BrC1=CC=C(C=C1)CCC(=O)O 3-(4-bromophenyl)propionic acid